1-(2-Methoxyethyl)-1-methylpyrrolidinium COCC[N+]1(CCCC1)C